OC1=NC(=NC=C1C(=O)NCC(=O)O)NCC1=CC=C(C=C1)OC1=CC=CC=C1 2-(4-hydroxy-2-((4-phenoxybenzyl)amino)pyrimidine-5-carboxamido)acetic acid